C1(CC1)C=1NC(=NN1)C1CC2(CN(C2)C(=O)N2CCC(CC2)OCC2=C(C=C(C(=O)N)C=C2)OC)C1 4-[[1-[6-(5-cyclopropyl-4H-1,2,4-triazol-3-yl)-2-azaspiro[3.3]heptane-2-carbonyl]-4-piperidyl]oxymethyl]-3-methoxy-benzamide